(1s,2s)-N-[6-[2-(6-tert-butyl-8-fluoro-1-oxo-phthalazin-2-yl)-3-(hydroxymethyl)-4-pyridinyl]-4-methyl-3-oxo-pyrazin-2-yl]-2-fluoro-cyclopropanecarboxamide C(C)(C)(C)C=1C=C2C=NN(C(C2=C(C1)F)=O)C1=NC=CC(=C1CO)C1=CN(C(C(=N1)NC(=O)[C@H]1[C@H](C1)F)=O)C